C(C=C)(=O)N1C[C@@H](N(C[C@H]1C)C1=NC(N2C3=C(C(=C(C=C13)Cl)C1=C(C=C(C=C1)F)F)S(CC2)(=O)=O)=O)C 7-((2S,5R)-4-acryloyl-2,5-dimethylpiperazin-1-yl)-9-chloro-10-(2,4-difluorophenyl)-2,3-dihydro-5H-[1,4]thiazino[2,3,4-ij]quinazolin-5-one 1,1-dioxide